FC(C(=O)OC)(OC(C(OC(C(=O)OC)(F)F)(F)F)(F)F)F dimethyl perfluoro-3,6-dioxaoctane-1,8-dioate